(R)-3-bromo-4-((1-((tert-butyloxycarbonyl)(3-ethoxy-3-oxopropyl)amino)propan-2-yl)amino)-5-nitrobenzoic acid methyl ester COC(C1=CC(=C(C(=C1)[N+](=O)[O-])N[C@@H](CN(CCC(=O)OCC)C(=O)OC(C)(C)C)C)Br)=O